FC1=C(C(=C2C=CNC2=C1)CCS(=O)(=O)N)OC1=CC(=C(C=C1)F)C=1NC(=CN1)C(C)(C)C1=CC=CC=C1 2-(6-Fluoro-5-(4-fluoro-3-(5-(2-phenylpropan-2-yl)-1H-imidazol-2-yl)phenoxy)-1H-indol-4-yl)ethane-1-sulfonamide